(S)-N-(5-((1,4-dioxan-2-yl)methoxy)-1,3,4-thiadiazol-2-yl)-2'-chloro-5'-(difluoromethoxy)-6-methyl-(4,4'-bipyridine)-3-carboxamide O1[C@@H](COCC1)COC1=NN=C(S1)NC(=O)C=1C=NC(=CC1C1=CC(=NC=C1OC(F)F)Cl)C